C(C)(C)C1N2C(C3=CC(=C(C=C3C1)OCCCOC)C(=O)OC)CC(C(=C2)C(=O)OCC2=CC=CC=C2)=O 3-benzyl 10-methyl 6-isopropyl-9-(3-methoxypropoxy)-2-oxo-2,6,7,11b-tetrahydro-1H-pyrido[2,1-a]isoquinoline-3,10-dicarboxylate